[Na+].C(CCCCCCCCCCCCC)(=O)[O-].[Na+].C(CCCCCCCCCCCCC)(=O)[O-] sodium myristate, sodium salt